FC1=C(C(=CC=C1)F)C=1C(=C(N=NC1)C(=O)N)NC1=CC=C(C=C1)OC1CCS(CC1)=O (2,6-difluorophenyl)-4-((4-((1-oxotetrahydro-2H-thiopyran-4-yl)oxy)phenyl)amino)pyridazine-3-carboxamide